BrC=CC1CC1 1-(bromovinyl)cyclopropane